5-(tert-butyl)-N-(2-methyl-4-(4,4,5,5-tetramethyl-1,3,2-dioxaborolan-2-yl)benzyl)-1,3,4-oxadiazole-2-carboxamide C(C)(C)(C)C1=NN=C(O1)C(=O)NCC1=C(C=C(C=C1)B1OC(C(O1)(C)C)(C)C)C